FC1=C(C(=C(C(=C1)OC)C)[N+](=O)[O-])C 1-fluoro-5-methoxy-2,4-dimethyl-3-nitrobenzene